C(C)(C)(C)C1N2C(C=3N(N=C4C(=CC=CC34)OCC3CC(C3)(F)F)C1)=CC(C(=C2)C(=O)O)=O 6-(tert-butyl)-10-((3,3-difluorocyclobutyl)methoxy)-2-oxo-6,7-dihydro-2H-pyrido[2',1':3,4]pyrazino[1,2-b]indazole-3-carboxylic acid